methyl (2R,4S,5R,6R)-5-acetamido-6-((1R,2R)-1,2-dihydroxy-3-(tosyloxy)propyl)-4-hydroxy-2-(p-tolylthio)tetrahydro-2H-pyran-2-carboxylate C(C)(=O)N[C@@H]1[C@H](C[C@](O[C@H]1[C@@H]([C@@H](COS(=O)(=O)C1=CC=C(C)C=C1)O)O)(C(=O)OC)SC1=CC=C(C=C1)C)O